Ethyl 6-{4-[(2S)-2-ethyl-5-oxopyrrolidin-1-yl]piperidin-1-yl}-2-azaspiro[3.3]heptane-2-carboxylate C(C)[C@@H]1N(C(CC1)=O)C1CCN(CC1)C1CC2(CN(C2)C(=O)OCC)C1